NC1=C(C#N)C=C(C=C1)C(=O)C1=CC=C2C(=CC=CN12)C1=CC2=C(N(C=N2)C)C=C1C 2-amino-5-(8-(1,6-dimethyl-1H-benzo[d]imidazol-5-yl)indolizine-3-carbonyl)benzonitrile